2-(2,5-dichlorothiophen-3-yl)acetamide ClC=1SC(=CC1CC(=O)N)Cl